3-(benzyl)-1-azoniabicyclo[2.2.2]octane dichloride [Cl-].[Cl-].C(C1=CC=CC=C1)C1C[NH+]2CCC1CC2.C(C2=CC=CC=C2)C2C[NH+]1CCC2CC1